[N+](#[C-])/C=C/C1=C(C=C(C=C1)O)\C=C\C1=CC=CC=C1 4-((E-Z)-2-Isocyanovinyl)-3-((E)-styryl)phenol